mercapto-bis(trichlorosilyl)-dibromocoronene SC=1C2=C(C(=C3C(=C(C4=CC=C5C=CC6=CC=C(C1)C=1C2=C3C4=C5C16)Br)Br)[Si](Cl)(Cl)Cl)[Si](Cl)(Cl)Cl